C1(CCC1)OC=1C=C2CCN3C(C2=CC1OC)CC(CC3)O 9-cyclobutoxy-10-methoxy-1,3,4,6,7,11b-hexahydro-2H-pyrido[2,1-a]isoquinolin-2-ol